N-(2-chloro-6-fluorophenyl)-2,2-difluoroacetamide ClC1=C(C(=CC=C1)F)NC(C(F)F)=O